NC1=NC(N(C=C1)[C@H]1C([C@@H]([C@H](O1)COP(=O)(OC1=CC=C(C=C1)C1CC1)N[C@@H](C)C(=O)[O-])O)(F)F)=C=O (S)-((((2r,3r,5r)-5-(4-amino-2-carbonylpyrimidin-1(2H)-yl)-4,4-difluoro-3-hydroxytetrahydrofuran-2-yl) methoxy) (4-cyclopropylphenoxy) phosphinyl)-L-alaninate